CC1([C@H](C(=O)C2=C1NC3=CC=CC=C32)O[C@H]4[C@@H]([C@H]([C@@H]([C@H](O4)CO)O)O)O)C The molecule is an indole alkaloid that is 1,2,3,4-tetrahydrocyclopenta[b]indole substituted by geminal-methyl groups at position 3, an oxo group at position 1 and a beta-D-glucopyranosyloxy group at position 2.It has been isolated from the ethanol extract of the stems of Brucea mollis. It has a role as a metabolite and a plant metabolite. It is a cyclic ketone, a monosaccharide derivative, a beta-D-glucoside and an organic heterotricyclic compound.